(5-(3-(4-(5-fluoro-4-(5-fluoro-2-methoxyphenyl)-1H-pyrrolo[2,3-b]pyridin-2-yl)piperidin-1-yl)propyl)-1-methyl-3,4-dihydroisoquinolin-2(1H)-yl)-3-oxopropanenitrile FC=1C(=C2C(=NC1)NC(=C2)C2CCN(CC2)CCCC2=C1CCN(C(C1=CC=C2)C)C(C#N)C=O)C2=C(C=CC(=C2)F)OC